N(=[N+]=[N-])CCC[Si](OC)(OC)OC (3-azidopropyl)trimethoxysilane